ClC1=C(OCC=2C=C(C=CC2OC)/C=C/C(=O)C2=C(C=C(C=C2)O)O)C(=CC=C1)Cl (E)-3-[3-[(2,6-Dichlorophenoxy)methyl]-4-methoxyphenyl]-1-(2,4-dihydroxyphenyl)prop-2-en-1-one